1-(3-aminopropyl)-4-{6-[(tert-butyldimethylsilyl)oxy]-3-{[(E)-(phenylmethylene)amino]oxy}hexyl}piperazin-2-one NCCCN1C(CN(CC1)CCC(CCCO[Si](C)(C)C(C)(C)C)O/N=C/C1=CC=CC=C1)=O